C(C)(C)(C)[C@H]1N2C(C=3N(N=C4C(=CC=CC34)OCCCCCCC(=O)OCC)C1)=CC(C(=C2)C(=O)OC)=O methyl (R)-6-(tert-butyl)-10-((7-ethoxy-7-oxoheptyl) oxy)-2-oxo-6,7-dihydro-2H-pyrido[2',1':3,4]pyrazino[1,2-b]indazole-3-carboxylate